OC12C(=NC3=CN=CC=C3C1=O)N(CC2)C2=CC=C(C=C2)COC 3a-hydroxy-1-[4-(methoxymethyl)phenyl]-1H,2H,3H,3aH,4H-pyrrolo[2,3-b]1,7-naphthyridin-4-one